FC=1C=C(C=CC1)S(=O)(=O)N1C=CC=2C1=CN=CC2C2=CC=C(C#N)C=C2 4-(1-((3-Fluorophenyl)sulfonyl)-1H-pyrrolo[2,3-c]pyridin-4-yl)benzonitrile